3-(2-chloro-4-(fluoromethoxy)phenoxy)-N-(3-(N,S-dimethylsulfonimidoyl)phenyl)-6-(trifluoromethyl)pyridazine-4-carboxamide ClC1=C(OC=2N=NC(=CC2C(=O)NC2=CC(=CC=C2)S(=O)(=NC)C)C(F)(F)F)C=CC(=C1)OCF